((2R,4R,5S)-2-((S)-1-(4-fluorophenyl)-1,2,3,4-tetrahydroisoquinoline-2-carbonyl)-5-hydroxytetrahydro-2H-pyran-4-yl)carbamic acid tert-butyl ester C(C)(C)(C)OC(N[C@@H]1C[C@@H](OC[C@H]1O)C(=O)N1[C@H](C2=CC=CC=C2CC1)C1=CC=C(C=C1)F)=O